ClC=1C=C(C=CC1F)NC(=O)C=1C=2CCC(C2C(=CC1)F)NC(=O)NCC1=NC=CC=C1 N-(3-chloro-4-fluorophenyl)-7-fluoro-1-(3-(pyridin-2-ylmethyl)ureido)-2,3-dihydro-1H-indene-4-carboxamide